tert-butyl 3-((1r,4r)-4-(dimethoxyphosphoryl)cyclohexyl)-2-oxo-1-oxa-3,8-diazaspiro[4.5]decane-8-carboxylate COP(=O)(OC)C1CCC(CC1)N1C(OC2(C1)CCN(CC2)C(=O)OC(C)(C)C)=O